2-Methoxybenzoic acid [3-(1-ethyl-8-oxo-spiro[6,7-dihydro-4H-pyrazolo[3,4-c]azepin-5,4'-tetrahydropyran]-3-yl)-2,2-dimethyl-propyl] ester C(C)N1N=C(C2=C1C(NCC1(CCOCC1)C2)=O)CC(COC(C2=C(C=CC=C2)OC)=O)(C)C